octyl(phenyl)silylbis(1-indenyl)hafnium C(CCCCCCC)[Hf](C1C=CC2=CC=CC=C12)(C1C=CC2=CC=CC=C12)[SiH2]C1=CC=CC=C1